C(C1=CC=CC=C1)N1C2=C(OCC1=O)C=C(C=C2)C#N 4-benzyl-3-oxo-3,4-dihydro-2H-benzo[b][1,4]oxazine-7-carbonitrile